C(/C1=CC=CC=C1)=N\NC1=CC=NN1CC1=CC=C(C=C1)OC 5-[(2E)-2-benzylidenehydrazinyl]-1-[(4-methoxyphenyl)methyl]-1H-pyrazole